N1C(CCCCC1)C(=O)N 2-azepanecarboxamide